2-methyl-5-(3-cyanophenyl)-N-(3-(2-morpholinopropyl)-1,2,4-thiadiazol-5-yl)furan-3-carboxamide CC=1OC(=CC1C(=O)NC1=NC(=NS1)CC(C)N1CCOCC1)C1=CC(=CC=C1)C#N